tert-butyl 8-(2-(2-(3,4-dichlorophenyl)-2,2-difluoroacetyl)hydrazine-1-carbonyl)-6-(thiazole-5-carbonyl)-6-azaspiro[3.4]octane-2-carboxylate ClC=1C=C(C=CC1Cl)C(C(=O)NNC(=O)C1CN(CC12CC(C2)C(=O)OC(C)(C)C)C(=O)C2=CN=CS2)(F)F